2-((4-(((3-(diethylamino)propoxy)carbonyl)oxy)hexadecanoyl)oxy)propane-1,3-diylditetradecanoate C(C)N(CCCOC(=O)OC(CCC(=O)OC(CCCCCCCCCCCCCCC(=O)[O-])CCCCCCCCCCCCCCC(=O)[O-])CCCCCCCCCCCC)CC